3-(1'-((6-chloro-1H-indazol-4-yl)methyl)-6-oxo-6,8-dihydro-2H,7H-spiro[furo[2,3-e]isoindole-3,4'-piperidin]-7-yl)piperidine-2,6-dione ClC1=CC(=C2C=NNC2=C1)CN1CCC2(CC1)COC1=C3CN(C(C3=CC=C12)=O)C1C(NC(CC1)=O)=O